4-amino-3,5-dibromo-benzonitrile NC1=C(C=C(C#N)C=C1Br)Br